NC=1C=2N(C(=CN1)C1=CCC(CC1)NC)C(=NC2C2=C(C=C(C=C2)CC(=O)NC2=CC(=CC=C2)C(F)(F)F)F)C 2-(4-{8-amino-3-methyl-5-[4-(methylamino)cyclohex-1-en-1-yl]imidazo[1,5-a]pyrazin-1-yl}-3-fluorophenyl)-N-[3-(trifluoromethyl)phenyl]acetamide